BrC=1C=C(C=CC1F)NC(=NO)C1=NON=C1NC1CCS(CC1)(=O)=O N-(3-bromo-4-fluorophenyl)-4-((1,1-dioxotetrahydro-2H-thiopyran-4-yl)amino)-N'-hydroxy-1,2,5-oxadiazole-3-carboxamidine